C(C)N(C(=O)C1=C(OC2=C(N=CN=N2)N2CC3(CN(C3)[C@H](CCCS(=O)(=O)[O-])C(C)C)CC2)C=CC(=C1)F)C(C)C (R)-3-(6-(6-(2-(ethyl (isopropyl) carbamoyl)-4-fluorophenoxy)-1,2,4-triazin-5-yl)-2,6-diazaspiro[3.4]oct-2-yl)-4-methylpentylmethanesulfonate